FC(C)(C)C 2-fluoro-2-methyl-propane